N-[(2S)-1-(azetidin-1-yl)propan-2-yl]-3-{2-[(3,5-dimethyl-phenyl)amino]pyrimidin-4-yl}-1-methyl-1H-pyrazole-5-carboxamide N1(CCC1)C[C@H](C)NC(=O)C1=CC(=NN1C)C1=NC(=NC=C1)NC1=CC(=CC(=C1)C)C